N-(3-(cyclopentylsulfonyl)phenyl)-6-((1-(2-hydroxyethyl)cyclopropyl)amino)-2-(6-azaspiro[2.5]octan-6-yl)nicotinamide C1(CCCC1)S(=O)(=O)C=1C=C(C=CC1)NC(C1=C(N=C(C=C1)NC1(CC1)CCO)N1CCC2(CC2)CC1)=O